NC1=NC=2C=NC(=CC2C2=C1COC2)C(=O)N(C)[C@@H]2COC1=C2C=CC(=C1)OC(F)F 4-amino-N-((3S)-6-(difluoromethoxy)-2,3-dihydro-1-benzofuran-3-yl)-N-methyl-1,3-dihydrofuro[3,4-c][1,7]naphthyridine-8-carboxamide